1-(2,5-dichlorophenyl)-3-[1-(2-fluorophenyl)-5-oxopyrrolidine-3-yl]thiourea ClC1=C(C=C(C=C1)Cl)NC(=S)NC1CN(C(C1)=O)C1=C(C=CC=C1)F